1,4-diazaheptan-2-one NC(CNCCC)=O